CC(CC1=CC=CC=C1)(C)N α,α-dimethyl-phenethylamine